(S)-2-((fluorenylmethoxycarbonyl)amino)-3-(4-(4-(4-methoxycyclohexyl)-2-oxopiperazin-1-yl)phenyl)propanoic acid C1(=CC=CC=2C3=CC=CC=C3CC12)COC(=O)N[C@H](C(=O)O)CC1=CC=C(C=C1)N1C(CN(CC1)C1CCC(CC1)OC)=O